FC=1C(=[N+](C=CC1)S(=O)(=O)[O-])CCCCCCCCCCCC fluoro-dodecyl-pyridiniumsulfonate